FC=1C(=C(C(=O)OCOC)C(=C(C1O)C)C)C methoxymethyl 3-fluoro-4-hydroxy-2,5,6-trimethylbenzoate